BrC1=CC=C(C(=O)NC2=C(C=C(C(=C2)F)Br)C)C=C1 4-bromo-N-(4-bromo-5-fluoro-2-methyl-phenyl)-benzamide